(R)-N-(7-(6-(1-hydroxypropyl)-4-methylpyridin-3-yl)-2,6-naphthyridin-3-yl)oxetane-3-carboxamide O[C@H](CC)C1=CC(=C(C=N1)C1=NC=C2C=C(N=CC2=C1)NC(=O)C1COC1)C